(R)-2-methyl-N-[(1s,4s)-4-{5-[(2,3-dichloropyridin-4-yl)sulfanyl]Pyrazin-2-yl}-1',3'-dihydro-spiro[cyclohexane-1,2'-indene]-3'-yl]Propane-2-sulfinamide CC(C)(C)[S@@](=O)NC1C2(CC3=CC=CC=C13)CCC(CC2)C2=NC=C(N=C2)SC2=C(C(=NC=C2)Cl)Cl